NC(C=1OC2=C(N1)C=C(C=C2F)[C@@H](COC)N2C(N[C@@H](C2)C(F)(F)F)=O)C2CCC(CC2)(F)F (4S)-1-((1S)-1-(2-(amino(4,4-difluorocyclohexyl)methyl)-7-fluorobenzo-[d]oxazol-5-yl)-2-methoxyethyl)-4-(trifluoromethyl)imidazolidin-2-one